Methyl 5-((1-(tert-butoxycarbonyl)azetidin-3-ylidene)methyl)oxazole-2-carboxylate C(C)(C)(C)OC(=O)N1CC(C1)=CC1=CN=C(O1)C(=O)OC